Racemic-(5-((2S,4S)-4-(((1-methylcyclopropyl)carbamoyl)oxy)tetrahydrofuran-2-yl)thiazol-2-yl)carbamic acid tert-butyl ester C(C)(C)(C)OC(NC=1SC(=CN1)[C@H]1OC[C@H](C1)OC(NC1(CC1)C)=O)=O |r|